[N-]=C=O.[N-]=C=O.CC=1C=C(C=CC1)C1=CC(=CC=C1)C 3,3'-dimethylbiphenyl diisocyanate